O1CC(CC1)CN1N=CC(=C1)C1=C2C(=NC=C1)NC=C2 4-[1-(tetrahydrofuran-3-ylmethyl)-1H-pyrazol-4-yl]-1H-pyrrolo[2,3-b]pyridine